NC1C2(CCC(C1)C2)C2(C1=C(N=CN2)NC(=C1C=1C=NC2=CC=CC=C2C1)C#C)N 4-(aminobicyclo[2.2.1]heptan-1-yl)-6-ethynyl-5-(quinolin-3-yl)-7H-pyrrolo[2,3-d]pyrimidine-4-amine